2-[2-[2-(2-allyloxyethoxy)ethoxy]ethoxy]ethanol C(C=C)OCCOCCOCCOCCO